C1(=CC=CC=C1)C1=CC=CC(=N1)C=1C(=C(C(=C(C1C1=CC=NC=C1)N1C2=C(C=3C=CC=CC13)C=NC=C2)N2C1=C(C=3C=CC=CC23)C=NC=C1)N1C2=C(C=3C=CC=CC13)C=NC=C2)N2C1=C(C=3C=CC=CC23)C=NC=C1 5,5',5'',5'''-(5-(6-phenylpyridin-2-yl)-6-(pyridin-4-yl)benzene-1,2,3,4-tetrayl)tetrakis(5H-pyrido[4,3-b]indole)